(S)-1-(pent-3-yl)-7-(piperidin-3-ylamino)-2,6-naphthyridine-3-carbonitrile CCC(CC)C1=NC(=CC2=CN=C(C=C12)N[C@@H]1CNCCC1)C#N